(2-carboxyethyl) disulfide C(=O)(O)CCSSCCC(=O)O